3-amino-1-[(cis-2-fluorocyclopropyl)]Pyridin-2-one NC=1C(N(C=CC1)[C@H]1[C@H](C1)F)=O